C1C(C(=O)OC2=CC=CC=C21)N aminochromanone